(7-chloro-6-(1-(4-hydroxy-3-methyltetrahydrofuran-3-yl)piperidin-4-yl)isoquinolin-3-yl)-3-oxabicyclo[3.1.0]hexane-6-carboxamide ClC1=C(C=C2C=C(N=CC2=C1)C12COCC2C1C(=O)N)C1CCN(CC1)C1(COCC1O)C